6-(3-amino-1-(3-(2-oxo-2,5-dihydro-1H-pyrrol-1-yl)phenyl)-1H-pyrazol-4-yl)-3,4-dihydroisoquinolin-1(2H)-one NC1=NN(C=C1C=1C=C2CCNC(C2=CC1)=O)C1=CC(=CC=C1)N1C(C=CC1)=O